S1C(=NC2=C1C=CC=C2)N2C[C@H](N(C[C@@H]2C)C(=O)NC2CC1(CN(C1)CC1=CC=CC=C1)C2)C (2R,5S)-4-(1,3-benzothiazol-2-yl)-N-{2-benzyl-2-azaspiro[3.3]heptan-6-yl}-2,5-dimethylpiperazine-1-carboxamide